FC=1C=CC=C2C=C(N(C(C12)=O)CC1=CC=C(C=C1)OC)C=O 8-fluoro-2-(4-methoxybenzyl)-1-oxo-1,2-dihydroisoquinoline-3-carbaldehyde